NC1=NN2C(C=C(C=C2)C2=C3C=NNC3=CC(=C2C)F)=C1C(=O)C1CC1 (2-amino-5-(6-fluoro-5-methyl-1H-indazol-4-yl)pyrazolo[1,5-a]pyridin-3-yl)(cyclopropyl)methanone